C1CCC2=C(C=3CCCC3C=C12)NC(=O)NS(=O)(=N)C=1OC(=C(C1)CN1C[C@H](CC1)CO)C N-((1,2,3,5,6,7-hexahydro-s-indacen-4-yl)carbamoyl)-4-(((S)-3-(hydroxymethyl)pyrrolidin-1-yl)methyl)-5-methylfuran-2-sulfonimidamide